4-Boc-2,5-dimethylpiperazine C(=O)(OC(C)(C)C)N1CC(NCC1C)C